N1-(4-(tert-butyl)-2-fluorophenyl)cyclohexane-1,4-diamine C(C)(C)(C)C1=CC(=C(C=C1)NC1CCC(CC1)N)F